N1=C(N=CC=C1)SCC(=O)C1=CC2=C(NC(CCC2)=O)C=C1 7-(2-(pyrimidin-2-ylthio)acetyl)-1,3,4,5-tetrahydro-2H-benzo[b]azepin-2-one